BrC(COC1=NNC=C1)C 3-(2-bromopropoxy)pyrazol